Cl.C(CCCCCCC)C=1C=CC2=C(N=C(O2)NCCN)C1 N1-(5-octylbenzo[d]oxazol-2-yl)ethane-1,2-diamine hydrochloride